(4-(2-chlorophenyl)thiazol-2-yl)-5-(2,6-diazaspiro[3.3]heptan-2-yl)picolinamide 2,2,2-trifluoroacetate salt FC(C(=O)O)(F)F.ClC1=C(C=CC=C1)C=1N=C(SC1)C=1C(=NC=C(C1)N1CC2(C1)CNC2)C(=O)N